B(O)(O)C1=CC=C(C=C1)CCC(=O)O 3-(4-boronophenyl)propionic acid